C(CCC)N(C(OC(C)(C)C)=O)C[C@H](O)C1=CC=C(C=C1)F tert-Butyl (R)-butyl(2-(4-fluorophenyl)-2-hydroxyethyl)carbamate